C1(CC1)C1=C(C=CC=C1)[C@@H]1C2=C(NC(=C1C(=O)OC)CF)COC2=O methyl (R)-4-(2-cyclopropylphenyl)-2-(fluoromethyl)-5-oxo-1,4,5,7-tetrahydrofuro[3,4-b]pyridine-3-carboxylate